4-((3-aminopropyl)(ethyl)amino)butan-1-ol NCCCN(CCCCO)CC